(R)-4,11-diethyl-4-methyl-3,14-dioxo-3,4,12,14-tetrahydro-1H-pyrano[3',4':6,7]indolizino[1,2-b]quinolin-9-yl 2-methyl-4-(4-iodophenyl)butanoate CC(C(=O)OC1=CC=2C(=C3C(=NC2C=C1)C1=CC2=C(C(N1C3)=O)COC([C@]2(C)CC)=O)CC)CCC2=CC=C(C=C2)I